CC1OC(CN(C1)C1=C(C=C(C=C1)NC=1C=CC2=C(OCC(N2CCN(C(OC(C)(C)C)=O)C)=O)C1)C)C tert-butyl (2-(7-((4-(2,6-dimethylmorpholino)-3-methylphenyl)amino)-3-oxo-2H-benzo[b][1,4]oxazin-4(3H)-yl)ethyl)(methyl)carbamate